5-[4-[(7-ethyl-6-oxo-5H-1,5-naphthyridin-3-yl)methyl]Piperazin-1-yl]-N-methylPhenyl-6-(trifluoromethyl)pyridine-2-carboxamide C(C)C=1C(NC=2C=C(C=NC2C1)CN1CCN(CC1)C=1C=CC=C(C1)C=1C(=NC(=CC1)C(F)(F)F)C(=O)NC)=O